N-[2-[4-amino-1-ethyl-3-[(4-fluorophenyl)methyl]-2,6-dioxo-pyrimidin-5-yl]-2-oxo-ethyl]-N-isopropyl-benzenesulfonamide NC=1N(C(N(C(C1C(CN(S(=O)(=O)C1=CC=CC=C1)C(C)C)=O)=O)CC)=O)CC1=CC=C(C=C1)F